2'-deoxy-P-thio-cytidylyl-(3'->5')-2'-deoxy-guanosine sodium salt [Na].[C@@H]1(C[C@H](OP(=S)(O)OC[C@@H]2[C@H](C[C@@H](O2)N2C=NC=3C(=O)NC(N)=NC23)O)[C@@H](CO)O1)N1C(=O)N=C(N)C=C1